C(C1=CC=CC=C1)N(C1=NN(C2=C1C=NC(=C2)NC(C)=O)C2=NC(=NC(=C2)C)C(C)(F)F)C N-(3-(benzyl-(methyl)amino)-1-(2-(1,1-difluoroethyl)-6-methylpyrimidin-4-yl)-1H-pyrazolo[4,3-C]pyridin-6-yl)acetamide